N-isopropyl-2-phenylethan-1-imine oxide C(C)(C)[N+](=CCC1=CC=CC=C1)[O-]